N-(3-amino-6-methylpyridin-2-yl)-N-methyl-Methanesulfonamide 4,4-difluorobut-3-en-1-yl-2-(3,5-bis(trifluoromethyl)-1H-pyrazol-1-yl)propanoate FC(=CCCOC(C(C)N1N=C(C=C1C(F)(F)F)C(F)(F)F)=O)F.NC=1C(=NC(=CC1)C)N(S(=O)(=O)C)C